ClC1=NC=C2N(C(N(C2=N1)CC1=CC(=C(C(=C1)F)N1N=C(C=C1OC)C(F)(F)F)F)=NCC(F)(F)F)CC(F)(F)F 2-chloro-9-[[3,5-difluoro-4-[5-methoxy-3-(trifluoromethyl)pyrazol-1-yl]phenyl]methyl]-N,7-bis(2,2,2-trifluoroethyl)purin-8-imine